FC(C(=O)O)(F)F.NCC(CC=1N(C(NN1)=O)C1=NC=CC(=C1)C1=CC=C(C=C1)S(=O)(=O)C)=C(F)F [2-(aminomethyl)-3,3-difluoro-allyl]-4-[4-(4-methylsulfonylphenyl)-2-pyridinyl]-1,2,4-triazol-3-one trifluoroacetate salt